methyl rac-(2R,3S,5R)-4-[[3-(3-ethyl-4-fluoro-2-methoxy-phenyl)-5-methyl-5-(trifluoromethyl)tetrahydrofuran-2-carbonyl]amino]pyridine-2-carboxylate C(C)C=1C(=C(C=CC1F)[C@H]1[C@@H](O[C@](C1)(C(F)(F)F)C)C(=O)NC1=CC(=NC=C1)C(=O)OC)OC |r|